FC(C(C)C1=CC=C(C=C1)NC(=O)N1[C@H](CCC1)C(=O)NC1=CC=C(C=C1)C1=CC=C(C=C1)C(=O)O)(F)F 4'-[(1-{[4-(1,1,1-trifluoropropan-2-yl)phenyl]carbamoyl}-D-prolyl)amino][1,1'-biphenyl]-4-carboxylic acid